6-chloro-N-[5-(1,1-dideutero-2,2-difluoro-ethoxy)-4,6-dimethoxy-pyrimidin-2-yl]-7-(triazol-2-yl)-1H-indole-3-sulfonamide ClC1=CC=C2C(=CNC2=C1N1N=CC=N1)S(=O)(=O)NC1=NC(=C(C(=N1)OC)OC(C(F)F)([2H])[2H])OC